N'-phenyl-2-methyl-quinoline-6-carbohydrazide C1(=CC=CC=C1)NNC(=O)C=1C=C2C=CC(=NC2=CC1)C